(5R,6R)-3-(5-fluoro-1H-indol-3-yl)-5,6-diphenyl-5,6-dihydropyrazine FC=1C=C2C(=CNC2=CC1)C=1C=N[C@@H]([C@H](N1)C1=CC=CC=C1)C1=CC=CC=C1